8-((2,2-Difluoroethoxy)methyl)-1,4-dioxaspiro[4.5]decane-8-carbonitrile FC(COCC1(CCC2(OCCO2)CC1)C#N)F